C(C1=CC=CC=C1)OC(=O)N1C(N(CC12CCC(CC2)(C2=CC=CC=C2)N(C)C)CC2=CC=C(C=C2)OC)=O cis-8-dimethylamino-3-[(4-methoxyphenyl)-methyl]-2-oxo-8-phenyl-1,3-diazaspiro[4.5]decane-1-carboxylic acid benzyl ester